ClC1=C(C=CC=C1C#N)C1=CC=C(C=C1)C(=O)O 2'-Chloro-3'-cyano-[1,1'-biphenyl]-4-carboxylic acid